N[C@H](C(=O)N[C@H](CNC(CCNC(CBr)=O)=O)C(=O)O)CCN(C(CO)=O)[C@H](C(C)(C)C)C=1N(C=C(C1)C1=C(C=CC(=C1)F)F)CC1=CC=CC=C1 N-{(2S)-2-amino-4-[{(1R)-1-[1-benzyl-4-(2,5-difluorophenyl)-1H-pyrrol-2-yl]-2,2-dimethylpropyl}(glycoloyl)amino]butanoyl}-3-{[N-(bromoacetyl)-beta-alanyl]amino}-D-alanine